1-(3-chloro-5-fluorophenyl)-3-[5-chloro-2-(2-hydroxyethyl)phenyl]urea ClC=1C=C(C=C(C1)F)NC(=O)NC1=C(C=CC(=C1)Cl)CCO